2,2,3,3-tetramethyl-glutaronitrile CC(C#N)(C(CC#N)(C)C)C